[I-].C(C)(C)(C)OC(=O)NCCCN1C=[N+](C=C1)C 1-(3-((tert-butoxy-carbonyl)amino)propyl)-3-methyl-1H-imidazol-3-ium iodide